S1C(=CC=C1)C=1C(=NC=CC1)N(C1=CC=CC=C1)C1=NC=CC=C1C=1SC=CC1.[Pt+2] Platinum(II) [bis((thienyl)pyridinyl)aniline]